N-[(1S)-5-[2-(2-aminopyridin-3-yl)-5-(pyrazol-1-yl)imidazo[4,5-b]pyridin-3-yl]-2,3-dihydro-1H-inden-1-yl]-1-(prop-2-enoyl)piperidine-4-carboxamide NC1=NC=CC=C1C1=NC=2C(=NC(=CC2)N2N=CC=C2)N1C=1C=C2CC[C@@H](C2=CC1)NC(=O)C1CCN(CC1)C(C=C)=O